FC(C1=NC=CC(=C1)C=1C=2N(C=CC1)C=CN2)F 8-(2-(difluoromethyl)pyridin-4-yl)imidazo[1,2-a]pyridine